FC1=C(C=CC(=C1)C(F)(F)F)N1C=2N(C[C@@H](C1)CNC(C=C)=O)N=CC2 |o1:15| (R)- or (S)-N-((4-(2-fluoro-4-(trifluoromethyl)phenyl)-4,5,6,7-tetrahydropyrazolo[1,5-a]pyrimidin-6-yl)methyl)acrylamide